C1(CC2C(CC1)O2)COC(=O)C2CC1C(CC2)O1 (3,4-epoxycyclohexyl-methyl)-3,4-epoxy-cyclohexanecarboxylate